ClCC1=CC=C(C=C1)N1C(=NC=2C1=NC(=CC2)C2=NC=C(C=C2)F)C2=C(N)C=CC=C2 2-(3-(4-(Chloromethyl)phenyl)-5-(5-fluoropyridin-2-yl)-3H-imidazo[4,5-b]pyridin-2-yl)aniline